(7-bromo-2-butylthiazolo[4,5-c]quinolin-4-yl)benzamide BrC=1C=CC=2C3=C(C(=NC2C1)C1=C(C(=O)N)C=CC=C1)N=C(S3)CCCC